FC(C1=CC=C(COC=2C=C(C=NC2)N2C[C@@H](OCC2)CCC(=O)O)C=C1)(F)F 3-[(2S)-4-(5-{[4-(trifluoromethyl)benzyl]oxy}pyridin-3-yl)morpholin-2-yl]propanoic acid